5-((5-chloro-3-fluoropyridin-2-yl)oxy)pyridinecarbonitrile ClC=1C=C(C(=NC1)OC=1C=CC(=NC1)C#N)F